NC(CNC1=C(SC2=C1C=1N=CC(=NC1C=C2)OC)C(=O)OC)(C)C methyl 9-((2-amino-2-methylpropyl)amino)-3-methoxy-thieno[3,2-f]quinoxaline-8-carboxylate